N,N-di-n-nonyl-fumaric acid amide C(CCCCCCCC)N(C(\C=C\C(=O)O)=O)CCCCCCCCC